C(CCCCCCCCCCCCCCC)(=O)OC(C)C Palmitic acid, isopropyl ester